3,5-Dioxa-8-aza-4-phosphaundec-10-en CCOPOCCNCC=C